3-(perfluoro-n-hexyl)propanol FC(C(C(C(C(C(F)(F)F)(F)F)(F)F)(F)F)(F)F)(CCCO)F